C1NCC12OCCC2 5-oxa-2-azaspiro[3.4]octane